(CIS)-N-ethyl-2-((((CIS)-4-phenylcyclohexyl)oxy)methyl)-3-(1-((2-(trimethylsilyl)ethoxy)methyl)-1H-pyrazol-5-yl)piperidine-1-carboxamide C(C)NC(=O)N1[C@H]([C@H](CCC1)C1=CC=NN1COCC[Si](C)(C)C)CO[C@@H]1CC[C@@H](CC1)C1=CC=CC=C1